C1(CCCCC1)N1C[C@@H](O[C@](C1)(CO[Si](C(C)C)(C(C)C)C(C)C)CO)N1C2=NC=NC(=C2N=C1)NC(C1=CC=CC=C1)=O N-[9-[(2R,6S)-4-cyclohexyl-6-(hydroxymethyl)-6-(triisopropylsilyloxymethyl)morpholin-2-yl]purin-6-yl]benzamide